C(C1=CC=CC=C1)OC(=O)N[C@H](C(=O)OC)CCC(CNC(=O)OC(C)(C)C)(F)F methyl (S)-2-(((benzyloxy) carbonyl) amino)-6-((tert-butoxycarbonyl) amino)-5,5-difluorohexanoate